O=S1(NC(CN1)CNC(OC(C)(C)C)=O)=O tert-butyl ((1,1-dioxido-1,2,5-thiadiazolidin-3-yl)methyl)carbamate